7-Bromobenzo[d]oxazol-4-amine BrC=1C=CC(=C2N=COC21)N